COC(=O)[C@H]1N(CCC1)S(=O)(=O)C1=CC=C(C=C1)C1=CC=C(C=C1)NC([C@H](C)N)=O (2S)-1-(4-{4-[(2S)-2-aminopropionylamino]phenyl}benzenesulfonyl)pyrrolidine-2-carboxylic acid methyl ester